2-(((S)-1-(((S)-1,1-bis(4-fluorophenyl)propan-2-yl)amino)-1-oxopropan-2-yl)carbamoyl)-4-methoxypyridin-3-yl isobutyrate C(C(C)C)(=O)OC=1C(=NC=CC1OC)C(N[C@H](C(=O)N[C@H](C(C1=CC=C(C=C1)F)C1=CC=C(C=C1)F)C)C)=O